O=C(CN1CCC(CC1)NC1=C2C=CC=NC2=C(C=C1)C(=O)NC1=CC=NC=C1)N1[C@@H](CCC1)C#N 5-[[1-[2-Oxo-2-[(2S)-2-cyanopyrrolidin-1-yl]ethyl]-4-piperidyl]amino]-N-(4-pyridyl)chinolin-8-carboxamid